barium dipelargonate naphthalenesulfonate C1(=CC=CC2=CC=CC=C12)S(=O)(=O)[O-].C(CCCCCCCC)(=O)[O-].C(CCCCCCCC)(=O)O.[Ba+2]